FC1=CC=C(C=C1)C=1N=C2N(CCNC2)C1C1=CC=NC=C1 2-(4-fluorophenyl)-3-(pyridin-4-yl)-5,6,7,8-tetrahydroimidazo[1,2-a]pyrazine